ClC1=NC=C(C(=C1)C1=C(C=NC(=C1)C)C(=O)NC=1SC=2N=C(N=CC2N1)N1CCN(CC1)C)OC 2'-chloro-5'-methoxy-6-methyl-N-[5-(4-methylpiperazin-1-yl)-[1,3]thiazolo[5,4-d]pyrimidin-2-yl]-[4,4'-bipyridine]-3-carboxamide